2-(3,4-dichlorophenyl)-6-(3-(4-(6-fluorobenzo[d]isoxazol-3-yl)piperidin-yl)propoxy)-4,5-dimethylpyridazin-3(2H)-one ClC=1C=C(C=CC1Cl)N1N=C(C(=C(C1=O)C)C)OCCCN1CCC(CC1)C1=NOC2=C1C=CC(=C2)F